N1(N=CC=C1)CC=1C(=CC=2C(CCC(C2C1)(C)C)(C)C)/C=C/C1=CC=C(C(=O)O)C=C1 (E)-4-(2-{3-[(1H-pyrazol-1-yl)methyl]-5,5,8,8-tetramethyl-5,6,7,8-tetrahydronaphthalen-2-yl}ethenyl)benzoic acid